CN(C)C(CC)S(=O)(=O)O (N,N-dimethylamino)propanesulfonic acid